3-[5-[(2-methoxy-propyl)amino]-6-methylpyridin-2-yl]-1H-indole-7-carbonitrile COC(CNC=1C=CC(=NC1C)C1=CNC2=C(C=CC=C12)C#N)C